OC1=C(C=C(C=C1C(C)(C)CC)C(C)(C)CC)N1N=C2C(=N1)C=CC=C2 2-(2-hydroxy-3,5-ditert.amyl-phenyl)-2H-benzotriazole